COC1=CC(=CC2=C1NCS2)C(=O)[O-] 4-methoxy-2,3-dihydrobenzo[d]thiazole-6-carboxylate